N=1NC(N2C1CCCCC2)=O 2,5,6,7,8,9-hexahydro-3H-[1,2,4]triazolo[4,3-a]azepin-3-one